CN1CC(C1)(C)[C@@](C=1C=C(C=NC1)C1=NOC(=N1)C1CC2(CN(C2)C(C)=O)C1)(C1=CC=C(C=C1)C(C)C)O 1-[6-(3-{5-[(R)-(1,3-Dimethyl-azetidin-3-yl)-hydroxy-(4-isopropyl-phenyl)-methyl]-pyridin-3-yl}-[1,2,4]oxadiazol-5-yl)-2-aza-spiro[3.3]hept-2-yl]-ethanone